FC(CN1CCN(CC1)C1=CC2=C(CC(O2)(C)CO)C=C1NC(=O)C=1C=NN2C1N=CC(=C2)C)F N-(6-(4-(2,2-Difluoroethyl)piperazin-1-yl)-2-(hydroxymethyl)-2-methyl-2,3-dihydrobenzofuran-5-yl)-6-methylpyrazolo[1,5-a]pyrimidine-3-carboxamide